N1(N=CN=C1)CC1=C(C=C2[C@](NC(NC2=C1)=O)(C(C)(F)F)C#CC1CC1)F (S)-7-((1H-1,2,4-triazol-1-yl)methyl)-4-(cyclopropylethynyl)-4-(1,1-difluoroethyl)-6-fluoro-3,4-dihydroquinazolin-2(1H)-one